BrC1=C2C=C(NC2=CC=C1)C(=O)N1C[C@@H]([C@H](C1)C)C(=O)N |o1:14,15| rel-(3R,4R)-1-[(4-bromo-1H-indol-2-yl)carbonyl]-4-methyl-3-pyrrolidinecarboxamide